(R)-N-((S)-1,1,1,5,5,5-hexafluoropentan-2-yl)-2-methylpropane-2-sulfinamide FC([C@H](CCC(F)(F)F)N[S@](=O)C(C)(C)C)(F)F